CC1=CC2=C(C=N1)C=NN2 6-methyl-1H-pyrazolo[4,3-c]pyridine